1-(tert-butyl) 2-ethyl (2R,4S)-4-(benzyl(methyl)amino)piperidine-1,2-dicarboxylate C(C1=CC=CC=C1)N([C@@H]1C[C@@H](N(CC1)C(=O)OC(C)(C)C)C(=O)OCC)C